Tert-butyl (3-chloro-4-fluorophenyl)(1-((2-(2,6-dioxopiperidin-3-yl)-1-oxoisoindolin-5-yl)methyl)-1H-1,2,3-triazol-4-yl)carbamate ClC=1C=C(C=CC1F)N(C(OC(C)(C)C)=O)C=1N=NN(C1)CC=1C=C2CN(C(C2=CC1)=O)C1C(NC(CC1)=O)=O